FC=1C(=C(C=CC1)B(O)O)[Si](C)(C)C 3-FLUORO-2-(TRIMETHYLSILYL)PHENYLBORONIC ACID